F[C@H](C1(COC1)C=1C=C(C=CC1)N1C(C2=CC=CC(=C2C1)C)=O)C1=NN=CN1C (R)-2-(3-(3-(fluoro(4-methyl-4H-1,2,4-triazol-3-yl)methyl)oxetan-3-yl)phenyl)-4-methylisoindolin-1-one